CC1=CC(=NO1)N[C@@H](C(SC)C=O)C(=O)N[C@@H](CSC)C(=O)O N-5-methylisoxazolyl-3-formyl-S-methyl-L-cysteinyl-S-methyl-L-cysteine